1-(2-(3,8-diazabicyclo[3.2.1]octan-8-yl)-7,8-dihydro-1,6-naphthyridin-6(5H)-yl)-3-methylbutan-1-one C12CNCC(CC1)N2C2=NC=1CCN(CC1C=C2)C(CC(C)C)=O